(R)-N-Benzyl-1-(6-cyclopropyl[1,3]thiazolo[4,5-b]pyrazin-2-yl)pyrrolidin-2-carboxamid C(C1=CC=CC=C1)NC(=O)[C@@H]1N(CCC1)C=1SC=2C(=NC=C(N2)C2CC2)N1